COC=1C=C(C=CC1)/C=C/C(=O)N1C(OCC1)=O (E)-3-(3-(3-methoxyphenyl)acryloyl)oxazolidin-2-one